2,6-diphenylquinazolin-8-ol C1(=CC=CC=C1)C1=NC2=C(C=C(C=C2C=N1)C1=CC=CC=C1)O